C(C=C)NC1=C(C=C(C=C1)C1=NC(=NO1)C1=CC=C(C=C1)NS(=O)(=O)C)C#N N-(4-(5-(4-(allylamino)-3-cyanophenyl)-1,2,4-oxadiazol-3-yl)phenyl)methanesulfonamide